C1(=CC=CC=C1)NC(C)N N-phenylethane-diamine